(Z)-1-(2-(difluoromethyl)-4-(1-(4-(trifluoromethoxy)phenyl)-1H-1,2,4-triazol-3-yl)phenyl)-3-(3-(2-(ethoxymethyl)-5-methylphenyl)-4-oxothiazolidin-2-ylidene)urea FC(C1=C(C=CC(=C1)C1=NN(C=N1)C1=CC=C(C=C1)OC(F)(F)F)NC(=O)\N=C\1/SCC(N1C1=C(C=CC(=C1)C)COCC)=O)F